1-((1s,3s)-3-ethoxycyclobutyl)-4-nitro-3-(trifluoromethyl)-1H-pyrazole C(C)OC1CC(C1)N1N=C(C(=C1)[N+](=O)[O-])C(F)(F)F